C(C1CO1)OCCC[Si](OC)(OC)OC 3-Glycidyloxypropyltrimethoxysilane